N-(4-(4-bromoisoquinolin-1-yl)pentyl)-4-methoxybenzenesulfonamide BrC1=CN=C(C2=CC=CC=C12)C(CCCNS(=O)(=O)C1=CC=C(C=C1)OC)C